Ethyl 5-(((R)-1-((S)-2-(cyanomethyl)-5-fluoro-2-methyl-2,3-dihydrobenzofuran-7-yl)ethyl)amino)pyrazolo[1,5-a]pyrimidine-3-carboxylate C(#N)C[C@]1(OC2=C(C1)C=C(C=C2[C@@H](C)NC2=NC=1N(C=C2)N=CC1C(=O)OCC)F)C